C(C)(C)(C)OC(=O)N1C[C@H](CC1)NC(=O)C1=COC2=C1C=CC(=C2)F (S)-3-(6-fluorobenzofuran-3-carboxamido)pyrrolidine-1-carboxylic acid tert-butyl ester